FC12CC(C1)(C2)NC(=O)C2=CC=1C(=C(N=CC1)C(F)(F)F)N2C N-(3-fluorobicyclo[1.1.1]pentan-1-yl)-1-methyl-7-(trifluoromethyl)-1H-pyrrolo[2,3-c]pyridine-2-carboxamide